ClC1=CC(=C2C(=C(NC2=C1Cl)CCO)C=1C=NNC1)NC(C(F)F)=O N-[6,7-Dichloro-2-(2-hydroxyethyl)-3-(1H-pyrazol-4-yl)-1H-indol-4-yl]-2,2-difluoro-acetamide